bis-(1,2,2,6,6-penta-methylpiperidyl) sebacat C(CCCCCCCCC(=O)OC1C(N(C(CC1)(C)C)C)(C)C)(=O)OC1C(N(C(CC1)(C)C)C)(C)C